1-(4-bromo-phenyl)-3-methyl-imidazolidin-2-one BrC1=CC=C(C=C1)N1C(N(CC1)C)=O